ClC1=C(C=NN1C)S(=O)(=O)N1CCC(CC1)C=1C(=CC(=NC1)C(F)(F)F)C 5-(1-((5-chloro-1-methyl-1H-pyrazol-4-yl)sulfonyl)piperidin-4-yl)-4-methyl-2-(trifluOromethyl)pyridine